5-(2-ethoxyethoxymethyl)-2-phenyl-1H-indol-7-amine C(C)OCCOCC=1C=C2C=C(NC2=C(C1)N)C1=CC=CC=C1